FC(OC1=CC(=NN1)NC1=NC(=CN=C1)O[C@H]1[C@H](CNCCC1)C)F N-(5-(difluoromethoxy)-1H-pyrazol-3-yl)-6-(((3S,4R)-3-methylazepan-4-yl)oxy)pyrazin-2-amine